ClC1=NC=CC(=C1)NC(NC1=CC(=NC=C1)C#CC=1C=C(C(=O)NCCCCNC2=C3C(N(C(C3=CC=C2)=O)C2C(NC(CC2)=O)=O)=O)C=CC1)=O 3-((4-(3-(2-chloropyridin-4-yl)ureido)pyridin-2-yl)ethynyl)-N-(4-((2-(2,6-dioxopiperidin-3-yl)-1,3-dioxoisoindolin-4-yl)amino)butyl)benzamide